O1C(COC2=C1C=CC=C2)CN2CC(CCC2)(CC)COCCO 2-[1-(2,3-dihydrobenzo[1,4]dioxin-2-ylmethyl)-3-ethylpiperidin-3-yl-methoxy]ethanol